C(C)(C)(C)OC(=O)N1N=C(C=C1)OC(CO)(CO)C 3-((1,3-dihydroxy-2-methylpropan-2-yl)oxy)-1H-pyrazole-1-carboxylic acid tert-butyl ester